ethyl 1-methyl-4-(N-methylmethylsulfonamido)-1H-imidazole-5-carboxylate CN1C=NC(=C1C(=O)OCC)N(S(=O)(=O)C)C